2-(2-hydroxy-5-butylphenyl)benzotriazole OC1=C(C=C(C=C1)CCCC)N1N=C2C(=N1)C=CC=C2